4-((6-ethyl-2-methyl-3,4-dihydroquinolin-1(2H)-yl)sulfonyl)phenol C(C)C=1C=C2CCC(N(C2=CC1)S(=O)(=O)C1=CC=C(C=C1)O)C